CN1N=CC(=C1)C#CC1=C(N(C2=NC=CC=C21)S(=O)(=O)C2=CC=CC=C2)C2=C(C=C(C=C2)C)C2=CC=CC=C2 3-((1-methyl-1H-pyrazol-4-yl)ethynyl)-2-(5-methyl-[1,1'-biphenyl]-2-yl)-1-(benzenesulfonyl)-1H-pyrrolo[2,3-b]pyridine